C(C(=C)C)(=O)O.C(CCCCCCC)N1C(CCCC1=O)=O N-octylglutarimide methacrylate